NC1=NC(N(C=C1)C1O[C@H](OC1)CO)=O 4-amino-1-[(2S)-2-(hydroxymethyl)-1,3-dioxolan-4-yl]pyrimidin-2-one